FC1=C(C=CC=C1)C(=O)N1CCCC2=CC=C(C=C12)NCC1=CN=CN1 (2-fluorophenyl)-[7-(1H-imidazol-5-ylmethylamino)-3,4-dihydro-2H-quinolin-1-yl]methanone